C(C)(C)(C)OC(=O)NC1CCN(CC1)CC(=O)OC1=CC=CC=C1 phenyl 2-(4-((tert-butoxycarbonyl)amino)piperidin-1-yl)acetate